C(C)(C)(C)P(C1=C(C(=CC=C1OC)C)C1=C(C=C(C=C1C(C)C)C(C)C)C(C)C)C(C)(C)C 2-di-(tert-butyl)phosphino-2',4',6'-triisopropyl-3-methoxy-6-methylbiphenyl